3-amino-6-bromo-1H-indole-1,2-dicarboxylic acid di-tert-butyl ester C(C)(C)(C)OC(=O)N1C(=C(C2=CC=C(C=C12)Br)N)C(=O)OC(C)(C)C